4,5-dimethyl-6-(7-methyl-3-(trifluoromethyl)-7,8-dihydro-1,6-naphthyridin-6(5H)-yl)pyridazine-3-carbonitrile CC1=C(N=NC(=C1C)N1CC=2C=C(C=NC2CC1C)C(F)(F)F)C#N